5-(ethylsulfonyl)-6-(2-(trifluoromethyl)pyrazolo[1,5-a]pyrimidin-5-yl)pyridin-3-ol C(C)S(=O)(=O)C=1C=C(C=NC1C1=NC=2N(C=C1)N=C(C2)C(F)(F)F)O